FC1(C)CC(=CC=C1)F 1,3-difluorotoluene